BrC1=C(SC2=C1C(=NC=C2)Cl)C 3-bromo-4-chloro-2-methyl-thieno[3,2-c]pyridine